[N-](S(=O)(=O)C(F)(F)C(F)(F)F)S(=O)(=O)C(F)(F)C(F)(F)F.C[N+]1(CCCC1)CCCCCC 1-methyl-1-hexylpyrrolidinium bis(pentafluoroethanesulfonyl)imide salt